N-methyl-5-(2-fluorophenyl)-1-(pyridine-3-ylsulfonyl)-1H-pyrrole-3-carboxamide CNC(=O)C1=CN(C(=C1)C1=C(C=CC=C1)F)S(=O)(=O)C=1C=NC=CC1